S(=O)(=O)(OC1=CC=C(C=C1)OC)F p-Methoxyphenyl fluorosulfate